3-(4-(2-phenyl-propanamido)phenyl)-5-(pyridin-2-ylamino)-1H-pyrazole-4-carboxamide C1(=CC=CC=C1)C(C(=O)NC1=CC=C(C=C1)C1=NNC(=C1C(=O)N)NC1=NC=CC=C1)C